phenanthro[1,2-c]furan-8-yl 4-oxo-4-(4-(4-oxo-4-(((2R,3S,4S,5R)-3,4,5,6-tetrahydroxytetrahydro-2H-pyran-2-yl)methoxy)butanoyl)piperazin-1-yl)butanoate O=C(CCC(=O)OC1=CC=2C=3C=CC=4C(=COC4)C3C=CC2C=C1)N1CCN(CC1)C(CCC(OC[C@H]1OC([C@@H]([C@H]([C@@H]1O)O)O)O)=O)=O